C(C)(C)(C)OC(=O)N1CC=2N(C(=NC2C1)C1=NNC2=C1C=NC(=C2)Br)COCC[Si](C)(C)C 2-(6-bromo-1H-pyrazolo[4,3-c]pyridin-3-yl)-1-((2-(trimethylsilyl)ethoxy)methyl)-4,6-dihydropyrrolo[3,4-d]imidazole-5(1H)-carboxylic acid tert-butyl ester